2,4-diphenyl-3-(p-tolyl)-2,3-dihydrooxazole C1(=CC=CC=C1)C1OC=C(N1C1=CC=C(C=C1)C)C1=CC=CC=C1